CC1=C(OC=2N=CNC(C21)=O)C(=O)N 5-methyl-4-oxo-3H,4H-furo[2,3-d]pyrimidine-6-carboxamide